3-[[2-fluoro-3-(methylsulfanylmethyl)phenyl]methyl]-7-[(3-fluoro-2-pyridyl)oxy]-4-methyl-chromen-2-one FC1=C(C=CC=C1CSC)CC=1C(OC2=CC(=CC=C2C1C)OC1=NC=CC=C1F)=O